N-(2-(1-methyl-1H-indol-3-yl)-2-(pyridin-4-ylamino)ethyl)-1H-indole-6-sulfonamide CN1C=C(C2=CC=CC=C12)C(CNS(=O)(=O)C1=CC=C2C=CNC2=C1)NC1=CC=NC=C1